3-cyclopropyl-N-(5-((5-(4-(2-oxopyrrolidin-1-yl)phenyl)pyridin-2-yl)amino)pyridin-3-yl)piperazine-1-carboxamide C1(CC1)C1CN(CCN1)C(=O)NC=1C=NC=C(C1)NC1=NC=C(C=C1)C1=CC=C(C=C1)N1C(CCC1)=O